ClC1=C2C(=CC3(CCC=4C(=NC(=NC4C3)OCC3CCC4CCCN34)N3C[C@@H](N(CC3)C(C(=C)F)=O)CC#N)C2=CC=C1)C 2-((2S)-4-(4-Chloro-2'-((hexahydro-1H-pyrrolizin-3-yl)methoxy)-3-methyl-5',8'-dihydro-6'H-spiro[indene-1,7'-quinazolin]-4'-yl)-1-(2-fluoroacryloyl)piperazin-2-yl)acetonitrile